2-[(3-hydroxy-3-methyl-butyl)amino]-4-nitro-benzoic acid OC(CCNC1=C(C(=O)O)C=CC(=C1)[N+](=O)[O-])(C)C